CC(C#CN1N=C(C2=CC(=CC=C12)C1=CC(=NC=C1)NC1=NNC(=C1)C)N)(C)C (3,3-dimethylbut-1-yn-1-yl)-5-(2-((5-methyl-1H-pyrazol-3-yl)amino)pyridin-4-yl)-1H-indazol-3-amine